N-(2-(3-(5-isopropoxy-pyridin-2-yl)-1,2,4-thiadiazol-5-ylamino)-5-(trifluoro-methyl)pyridin-3-yl)-N-methylcyclopropanecarboxamide C(C)(C)OC=1C=CC(=NC1)C1=NSC(=N1)NC1=NC=C(C=C1N(C(=O)C1CC1)C)C(F)(F)F